N-(1-Cyanocyclopropyl)-9-(5-(di-fluoromethyl)-1,3,4-thiadiazol-2-yl)-4-(1,4-oxazepan-4-yl)-9H-pyrimido[4,5-b]indole-7-sulfonamide C(#N)C1(CC1)NS(=O)(=O)C1=CC=C2C3=C(N(C2=C1)C=1SC(=NN1)C(F)F)N=CN=C3N3CCOCCC3